tributyl-ammonium valerate imidazolium salt N1C=[NH+]C=C1.C(CCCC)(=O)[O-].C(CCC)[NH+](CCCC)CCCC.C(CCCC)(=O)[O-]